2-(5-cyano-6-((2S,3R)-3-hydroxy-2-methylazetidine-1-yl)-4-(trifluoromethyl)pyridin-2-yl)-2-azaspiro[3.3]heptan-6-carboxylic acid C(#N)C=1C(=CC(=NC1N1[C@H]([C@@H](C1)O)C)N1CC2(C1)CC(C2)C(=O)O)C(F)(F)F